BrC=1C=C2C(=NC(=NC2=C(C1)Cl)C)Cl 6-bromo-4,8-dichloro-2-methylquinazoline